C(#N)C=1[N-]C2=C(N1)C(=CC=C2C#N)C#N 2,4,7-tricyanobenzimidazolid